OC1=CC(=C(C(=O)NC=2C=C(C=CC2N2CCN(CC2)C)N2N=NC(=C2)C(=O)NCCCN2CCOCC2)C=C1)C(F)(F)F 1-(3-(4-hydroxy-2-(trifluoromethyl)benzamido)-4-(4-methylpiperazin-1-yl)phenyl)-N-(3-morpholinopropyl)-1H-1,2,3-triazole-4-carboxamide